N,N-dimethyl-piperidinium chloride [Cl-].C[N+]1(CCCCC1)C